3-methyl-4-(1-(methylamino)ethyl)isoquinolin-1(2H)-one CC=1NC(C2=CC=CC=C2C1C(C)NC)=O